5-bromo-3-ethoxypicolinonitrile BrC=1C=C(C(=NC1)C#N)OCC